(1S,5R)-3-(8-cyanoquinolin-5-yl)-N-(9-methyl-3-oxa-9-azabicyclo[3.3.1]nonan-7-yl)-5-(trifluoromethyl)-3-azabicyclo[3.1.0]hexane-1-carboxamide C(#N)C=1C=CC(=C2C=CC=NC12)N1C[C@@]2(C[C@@]2(C1)C(F)(F)F)C(=O)NC1CC2COCC(C1)N2C